(trans)-methyl 4-(3-methylpyridin-2-yloxy)cyclohexanecarboxylate CC=1C(=NC=CC1)O[C@@H]1CC[C@H](CC1)C(=O)OC